6-[[(2R,3S,4R,5S)-3-(3,4-difluoro-2-methoxy-phenyl)-4,5-dimethyl-5-(trifluoromethyl)tetrahydrofuran-2-carbonyl]amino]pyridine-2-carboxamide FC=1C(=C(C=CC1F)[C@H]1[C@@H](O[C@@]([C@@H]1C)(C(F)(F)F)C)C(=O)NC1=CC=CC(=N1)C(=O)N)OC